methyl 2-phenylisonicotinate C1(=CC=CC=C1)C=1C=C(C(=O)OC)C=CN1